2-aminoacetonitrile HCl Cl.NCC#N